O-Propargyl-tyrosine methyl-4-[(6-chloro-3-nitro-2-pyridyl)amino]benzoate CC1=C(C(=O)O)C=CC(=C1)NC1=NC(=CC=C1[N+](=O)[O-])Cl.C(C#C)OC1=CC=C(C[C@H](N)C(=O)O)C=C1